3-(4,5-dimethyl-1,3-dithiolan-2-yl)-4-oxo-1-propyl-4H-pyrido[1,2-a]pyrimidinium CC1SC(SC1C)C1=C[N+](=C2N(C1=O)C=CC=C2)CCC